C[C@@H]1O[C@@H](CN(C1)C1=NC(=C2N1C1=CC(=CC=C1N=C2)C=2C=CC(=NC2)OCCCN(C)CC)C)C 3-((5-(1-((2S,6R)-2,6-dimethylmorpholino)-3-methylimidazo[1,5-a]quinoxalin-8-yl)pyridin-2-yl)oxy)-N-ethyl-N-methylpropan-1-amine